3-(4-Chlorothiothieno[2,3-b]pyridin-2-yl)-2-methyl-2,5-dihydro-1H-pyrrole-1-carboxylic acid benzyl ester C(C1=CC=CC=C1)OC(=O)N1C(C(=CC1)C1=CC=2C(=NC=CC2SCl)S1)C